(R)-3,4-Dimethylpiperazine-1-carboxylate C[C@@H]1CN(CCN1C)C(=O)[O-]